NNCCC(=O)O amino-beta-alanine